N-(6-(3-(2-hydroxybutyl)ureido)-2,3-diphenylquinolin-4-yl)methanesulfonamide OC(CNC(NC=1C=C2C(=C(C(=NC2=CC1)C1=CC=CC=C1)C1=CC=CC=C1)NS(=O)(=O)C)=O)CC